2-bromo-naphthoquinone BrC=1C(C2=CC=CC=C2C(C1)=O)=O